C(C)(=O)N1CC2=CC=C(C=C2C1)NC1=NC=C2C(=N1)N(N(C2=O)CC=C)C2=NC(=CC=C2)C(C)(C)O 6-((2-Acetylisoindolin-5-yl)amino)-2-allyl-1-(6-(2-hydroxypropan-2-yl)pyridin-2-yl)-1,2-dihydro-3H-pyrazolo[3,4-d]pyrimidin-3-one